6-chloro-N-[5-(2-cyanoethyl)-3-fluoro-6-methoxy-2-pyridinyl]-1H-indole-3-sulfonamide ClC1=CC=C2C(=CNC2=C1)S(=O)(=O)NC1=NC(=C(C=C1F)CCC#N)OC